(4-(7-fluoroquinolin-4-yl)piperazin-1-yl)(1-((4-(pyridin-3-yl)phenyl)sulfonyl)piperidin-4-yl)methanone FC1=CC=C2C(=CC=NC2=C1)N1CCN(CC1)C(=O)C1CCN(CC1)S(=O)(=O)C1=CC=C(C=C1)C=1C=NC=CC1